1,3-bis-[2-(2-hydroxyethoxy)ethoxy]Cyclohexane OCCOCCOC1CC(CCC1)OCCOCCO